tert-butyl 7-(5-(5-aminopyridine-yl) pyrazolo[1,5-a]pyridin-3-yl)-2-azaspiro[3.5]nonane-2-carboxylate NC=1C=CC(=NC1)C1=CC=2N(C=C1)N=CC2C2CCC1(CN(C1)C(=O)OC(C)(C)C)CC2